7-methyl-4-(phenylthio)-2-(trifluoromethyl)quinazoline CC1=CC=C2C(=NC(=NC2=C1)C(F)(F)F)SC1=CC=CC=C1